ClC=1C(=C(C=CC1)\C=C(/C#N)\C1=C(C=C(C=C1)Cl)F)F (Z)-3-(3-chloro-2-fluorophenyl)-2-(4-chloro-2-fluorophenyl)acrylonitrile